Cl.NCC(C(=O)O)C1=CC=C(C=C1)F 3-Amino-2-(4-fluorophenyl)propanoic acid hydrogen chloride salt